N-(3-chloro-4-fluorophenyl)-2-(2-(methylsulfonyl)ethyl)-5-(thiazol-2-yl)-2H-1,2,6-thiadiazine-3-carboxamide 1,1-dioxide ClC=1C=C(C=CC1F)NC(=O)C=1N(S(N=C(C1)C=1SC=CN1)(=O)=O)CCS(=O)(=O)C